BrCC1=C(SC=C1)C1(N=CNO1)C(F)(F)F 5-(bromomethyl-2-thienyl)-5-(trifluoromethyl)-1,2,4-oxadiazole